2-chloro-3-{3-[1-(2,2-dimethylpropanoyl)-2-oxoazetidin-3-yl]-5-{[(4-fluorophenyl)methyl](methyl)amino}-1H-pyrazole-1-carbonyl}benzoic acid ClC1=C(C(=O)O)C=CC=C1C(=O)N1N=C(C=C1N(C)CC1=CC=C(C=C1)F)C1C(N(C1)C(C(C)(C)C)=O)=O